NC1=C(C(=O)O)C=C(C=C1Cl)Br 2-amino-5-bromo-3-chloro-benzoic acid